phenyl (1-fluorovinyl) sulfide FC(=C)SC1=CC=CC=C1